ClC=1C=CC2=C(NCC3=C(N2C)C=CCC3=O)C1 8-chloro-5-methyl-5,10-dihydro-11H-dibenzo[b,e][1,4]diazepine-1-One